ClC1=NC(=NC(=C1)Cl)S(=O)(=O)C 4,6-dichloro-2-methylsulfonyl-pyrimidine